(2-ethyl-6-methylpyridin-4-yl)boronic acid C(C)C1=NC(=CC(=C1)B(O)O)C